C1(CC1)C1=C(C=C(C2=CC=CC=C12)CO)C=1C2=C(C(N(C1)C)=O)NC(=C2)C(=O)NCC 4-(1-cyclopropyl-4-(hydroxymethyl)naphthalen-2-yl)-N-ethyl-6-methyl-7-oxo-6,7-dihydro-1H-pyrrolo[2,3-c]pyridine-2-carboxamide